Dicyanomethylchromium C(#N)C(C#N)[Cr]